CC1=CC(=NN1)NC1=NC(=C2C=CC=NC2=C1)S(=O)(=O)N1CC2CCC(C1)N2CCC#N 3-(3-((7-((5-methyl-1H-pyrazol-3-yl)amino)-1,6-naphthyridin-5-yl)sulfonyl)-3,8-diazabicyclo[3.2.1]octan-8-yl)propionitrile